[F-].CN1CC2N(C=C1)CCC2 2-methyl-6,7,8,8a-tetrahydropyrrolo[1,2-a]Pyrazine fluoride